FC(C=1OC(=CC1C(=O)NC1=NC(=NS1)CC(C)N1CCCCC1)C1=CC(=CC=C1)OC)(F)F 2-(trifluoromethyl)-5-(3-methoxyphenyl)-N-(3-(2-(piperidin-1-yl)propyl)-1,2,4-thiadiazol-5-yl)furan-3-carboxamide